ClC1=NC(=CC=C1C(=O)NS(=O)(=O)C=1C=NN(C1C)CCCC1CNC(C1)(C)C)N1N=C(C=C1)OCCC1(CC1)C(F)(F)F 2-chloro-N-[1-[3-(5,5-dimethylpyrrolidin-3-yl)propyl]-5-methyl-pyrazol-4-yl]sulfonyl-6-[3-[2-[1-(trifluoromethyl)cyclopropyl]ethoxy]pyrazol-1-yl]pyridine-3-carboxamide